tert-butyl (1R,3R,5R)-3-(hydroxymethyl)-2-azabicyclo[3.1.0]hexane-2-carboxylate OC[C@@H]1N([C@@H]2C[C@@H]2C1)C(=O)OC(C)(C)C